Cl.CN[C@H]1CN(CCC1)C1=NOC=C1C (R)-N-methyl-1-(4-methylisoxazol-3-yl)piperidin-3-amine hydrochloride